C(C)(C)(C)OC(=O)N[C@H](C(=O)O)C(C)(C)C (2S)-2-(tert-butoxycarbonylamino)-3,3-dimethyl-butanoic acid